2-[4-(ethylsulfanyl)-1H-benzimidazol-2-yl]quinoxaline C(C)SC1=CC=CC=2NC(=NC21)C2=NC1=CC=CC=C1N=C2